FC(OC1=CC=C(C=C1)NC(=O)N1[C@H]2CC[C@@H]1CC=1C(=NC=CC12)F)F (5S,8R)-N-(4-(difluoromethoxy)phenyl)-1-fluoro-6,7,8,9-tetrahydro-5H-5,8-epiminocyclohepta[c]pyridine-10-carboxamide